3-(3-(4-phenylpiperidin-1-yl)phenyl)propionitrile C1(=CC=CC=C1)C1CCN(CC1)C=1C=C(C=CC1)CCC#N